CC1C(NC(C(O1)C)C)C 2,3,5,6-tetramethylmorpholine